[Si](C)(C)(C(C)(C)C)OC1=CC(=C(C(=C1)C)C[C@@H](CN1C(C2=CC=CC=C2C1=O)=O)NC(OC(C)(C)C)=O)C tert-butyl (S)-(1-(4-((tert-butyldimethylsilyl)oxy)-2,6-dimethylphenyl)-3-(1,3-dioxoisoindolin-2-yl)propan-2-yl)carbamate